C(#C)C1=NC(=CC(=C1)C1=NC=2C=CC3=C(C2C=C1)C1=C(S3)C(N[C@@H](CN1)C)=O)N1CCOCC1 (R)-3-(2-ethynyl-6-morpholinopyridin-4-yl)-10-methyl-9,10,11,12-tetrahydro-8H-[1,4]diazepino[5',6':4,5]thieno[3,2-f]quinolin-8-one